C(N)(=O)NC=1SC(=CC1C(=O)N)C1=CC=C(C=C1)OF 2-(carbamoylamino)-5-(4-fluorooxyphenyl)thiophene-3-carboxamide